OCCC1=C(C(=C(C=C1)CCO)N)[N+](=O)[O-] 1,4-Bis-(2-hydroxyethyl)-amino-2-nitrobenzol